N-(2-hydroxy-3-(piperidin-1-yl)propoxy)nicotinimidamide OC(CONC(C1=CN=CC=C1)=N)CN1CCCCC1